CC=1N=C2N(N=C(C=C2C)C2=CC(=C3C=C(N=NC3=C2)C2CNCCC2)F)C1 7-(2,8-Dimethylimidazo[1,2-b]pyridazin-6-yl)-5-fluoro-3-(piperidin-3-yl)cinnoline